CCCCCCOC(=O)/N=C(\\C1=CC=C(C=C1)NCC2=NC3=C(N2C)C=CC(=C3)C(=O)N(CCC(=O)OCC)C4=CC=CC=N4)/N The molecule is an aromatic amide obtained by formal condensation of the carboxy group of 2-{[(4-{N'-[(hexyloxy)carbonyl]carbamimidoyl}phenyl)amino]methyl}-1-methyl-1H-benzimidazole-5-carboxylic acid with the secondary amino group of ethyl N-pyridin-2-yl-beta-alaninate. A prodrug for dabigatran, a thrombin inhibitor and anticoagulant which is used for the prevention of stroke and systemic embolism. It has a role as an anticoagulant, a prodrug and an EC 3.4.21.5 (thrombin) inhibitor. It is a member of benzimidazoles, an aromatic amide, a carboxylic ester, a carboxamidine, a member of pyridines and a beta-alanine derivative. It derives from a dabigatran. It is a conjugate base of a dabigatran etexilate(1+).